5-bromo-N-[(1R)-1-[2-fluoro-3-(trifluoromethyl)phenyl]ethyl]-2-[[(1R,2R)-2-hydroxycyclohexyl]amino]pyridine-3-carboxamide BrC=1C=C(C(=NC1)N[C@H]1[C@@H](CCCC1)O)C(=O)N[C@H](C)C1=C(C(=CC=C1)C(F)(F)F)F